2-(1-(5-(2-fluorophenyl)pyrimidin-2-yl)-Methyl 3-methyl-1,2,3,6-tetrahydropyridin-4-yl)acetate FC1=C(C=CC=C1)C=1C=NC(=NC1)N1C(C(C(=CC1)CC(=O)[O-])C)C